(S)-6-(1-amino-1,3-dihydrospiro[indene-2,4'-piperidine]-1'-yl)-3-(7,7-dimethyl-2-(trifluoromethyl)-7,8-dihydroquinazolin-5-yl)-1,5-dihydro-4H-pyrazolo[3,4-d]pyrimidin-4-one N[C@@H]1C2=CC=CC=C2CC12CCN(CC2)C=2NC(C1=C(N2)NN=C1C=1C=2C=NC(=NC2CC(C1)(C)C)C(F)(F)F)=O